S1C2=C(C=C1)C(=CC=C2)[C@H]([C@@H](C=2OC(NN2)=O)NS(=O)(=O)C2=CC=C(C=C2)Br)C N-((1S,2R)-2-(benzo[b]thiophen-4-yl)-1-(5-oxo-4,5-dihydro-1,3,4-oxadiazol-2-yl)propyl)-4-bromobenzenesulfonamide